ClC=1C(=CC=C2C=CNC(C12)=O)SC=1N=CC(=NC1)N1CCC2([C@@H]([C@@H](OC2)C)NC(OC(C)(C)C)=O)CC1 tert-butyl ((3S,4S)-8-(5-((8-chloro-1-oxo-1,2-dihydroisoquinolin-7-yl)thio)pyrazine-2-yl)-3-methyl-2-oxa-8-azaspiro[4.5]decan-4-yl)carbamate